[2-(3,4-dimethyl-phenylamino)-5-methyl-pyrimidin-4-ylamino]-3H-benzooxazol-2-one CC=1C=C(C=CC1C)NC1=NC=C(C(=N1)NN1C(OC2=C1C=CC=C2)=O)C